CC(=CCCC(=O)[O-])C 3-methylbut-2-enyl-acetate